(E)-ethyl 5-(4-fluorophenylvinyl)-1,3-diphenyl-1H-pyrazole-4-carboxylate FC1=CC=C(C=C1)/C=C/C1=C(C(=NN1C1=CC=CC=C1)C1=CC=CC=C1)C(=O)OCC